FC(CNC=1C(N(C=CN1)CC(=O)OCC)=O)(C1=CC=CC=C1)F ethyl 2-(3-((2,2-difluoro-2-phenylethyl)amino)-2-oxopyrazin-1(2H)-yl)acetate